methyl 2-((2-chloro-5-nitropyrimidin-4-yl) amino)-2-(2,6-difluorophenyl)acetate ClC1=NC=C(C(=N1)NC(C(=O)OC)C1=C(C=CC=C1F)F)[N+](=O)[O-]